N-(4-(4-morpholino-7-((2-(trimethylsilyl)ethoxy)methyl)-7H-pyrrolo[2,3-d]pyrimidin-6-yl)phenyl)pyrrolidine-3-sulfonamide O1CCN(CC1)C=1C2=C(N=CN1)N(C(=C2)C2=CC=C(C=C2)NS(=O)(=O)C2CNCC2)COCC[Si](C)(C)C